3-chloro-8,8a-dihydroxy-N,N-dimethyl-6-phenyl-5a-(4-(trifluoromethoxy)phenyl)-5a,7,8,8a-tetrahydro-6H-cyclopenta[4,5]furo[3,2-b]pyridine-7-carboxamide ClC=1C=C2C(=NC1)C1(C(O2)(C(C(C1O)C(=O)N(C)C)C1=CC=CC=C1)C1=CC=C(C=C1)OC(F)(F)F)O